1-(3-chloro-2-fluorobenzyl)-4-((3-fluoro-4-(1-hydroxycyclobutyl)-6-((5-methyl-1H-pyrazol-3-yl)amino)pyridin-2-yl)methyl)piperidine-4-carboxylic acid ClC=1C(=C(CN2CCC(CC2)(C(=O)O)CC2=NC(=CC(=C2F)C2(CCC2)O)NC2=NNC(=C2)C)C=CC1)F